2-((2-((4-(4-(azetidin-1-yl)piperidin-1-yl)-3-methoxyphenyl)amino)-5-methylthieno[2,3-d]pyrimidin-4-yl)amino)-N,N-dimethylbenzenesulfonamide N1(CCC1)C1CCN(CC1)C1=C(C=C(C=C1)NC=1N=C(C2=C(N1)SC=C2C)NC2=C(C=CC=C2)S(=O)(=O)N(C)C)OC